1,7-dimethyl-8-((1-methylazetidin-3-yl)oxy)-1,6-naphthyridin-2(1H)-one CN1C(C=CC2=CN=C(C(=C12)OC1CN(C1)C)C)=O